C(CCC)[IH+] butyliodonium